C(C)(C)(C)OC(N[C@@H]1[C@H](CN(CC1)C1=NC=C(C=C1)C1=C2C=CC=NC2=CC(=C1)Cl)O)=O ((3s,4s)-1-(5-(7-chloroquinolin-5-yl)pyridin-2-yl)-3-hydroxypiperidin-4-yl)carbamic acid tert-butyl ester